(R)-N-(6,8-dimethylisoquinolin-1-yl)-4-(5-(methyl-d3)-1,3,4-thiadiazol-2-yl)-N-(piperidin-3-yl)benzamide CC=1C=C2C=CN=C(C2=C(C1)C)N(C(C1=CC=C(C=C1)C=1SC(=NN1)C([2H])([2H])[2H])=O)[C@H]1CNCCC1